3-(2-fluoro-3-methoxybenzyl)-5-methyl-7-(methylsulfonyl)-3,5,6,7,8,9-hexahydro-4H-pyrido[4',3':4,5]pyrrolo[2,3-d]pyridazin-4-one FC1=C(CN2N=CC3=C(C2=O)N(C2=C3CCN(C2)S(=O)(=O)C)C)C=CC=C1OC